1-(3,5-diiodophenoxy)propan-2-amine hydrochloride Cl.IC=1C=C(OCC(C)N)C=C(C1)I